ClC1=CC2=C(CCC3=C(N2CCCN2C(C4=CC=CC=C4C2=O)=O)N=CN=C3)C=C1 2-[3-(9-chloro-5,6-dihydro-11H-pyrimido[4,5-b][1]benzazepin-11-yl)propyl]-1H-isoindole-1,3(2H)-dione